N1CCC=2C1=NC=CC2N2CC1CCC(C2)N1C(=O)OC(C)(C)C tert-butyl 3-(2,3-dihydro-1H-pyrrolo[2,3-b]pyridin-4-yl)-3,8-diazabicyclo[3.2.1]octane-8-carboxylate